C1(CCCC1)[C@@H]1NC=2C(NC=CC2[C@@H]([C@H]1C)NC(OCC1=CC=CC=C1)=O)=O |r| benzyl ((2SR,3SR,4RS)-2-cyclopentyl-3-methyl-8-oxo-1,2,3,4,7,8-hexahydro-1,7-naphthyridin-4-yl)carbamate